tert-butyl (R)-3-((R)-3-(3-(2-aminoethoxy)phenyl)-1-(tert-butoxy)-1-oxopropane-2-yl)pyrrolidine-1-carboxylate NCCOC=1C=C(C=CC1)C[C@@H](C(=O)OC(C)(C)C)[C@@H]1CN(CC1)C(=O)OC(C)(C)C